2,2,2-trifluoro-1-(4-(4-iodophenoxy)-4-methylpiperidin-1-yl)ethan-1-one FC(C(=O)N1CCC(CC1)(C)OC1=CC=C(C=C1)I)(F)F